SCC1N(CCN(C1)C(=O)[O-])C(=O)[O-] (mercaptomethyl)piperazine-1,4-dicarboxylate